N,N,N',N'-tetrakis(2-pyridinylmethyl)-1,2-ethanediamine N1=C(C=CC=C1)CN(CCN(CC1=NC=CC=C1)CC1=NC=CC=C1)CC1=NC=CC=C1